FC=1C=C2C(N(C(C2=CC1)=O)C1C(NCCC1)=O)=O 5-fluoro-2-(2-oxopiperidin-3-yl)-2,3-dihydro-1H-isoindole-1,3-dione